8-(2-Diethylamino-ethoxy)-5-methanesulfonyl-6,6-dimethyl-5,6-dihydro-benzo[b]carbazol-11-one C(C)N(CCOC=1C=CC2=C(C(C=3N(C4=CC=CC=C4C3C2=O)S(=O)(=O)C)(C)C)C1)CC